COC(C1=CC=C(C=C1)C1=CN=C(N1)C1N(CCCC1)C(C(C)SC)=O)=O.C(#N)C1=CC(=C2C=CNC2=C1)NC(C)=O N-(6-cyanoindol-4-yl)acetamide methyl-4-(2-(1-(2-(methylthio)propanoyl)piperidin-2-yl)-1H-imidazol-5-yl)benzoate